3-(9-((4-(aminomethyl)-2-methylphenyl)carbamoyl)-4,5-dihydrobenzo[b]thieno[2,3-d]oxepin-8-yl)-6-(cyclohexylcarbamoyl)picolinic acid NCC1=CC(=C(C=C1)NC(=O)C1=CC2=C(OCCC3=C2SC=C3)C=C1C=1C(=NC(=CC1)C(NC1CCCCC1)=O)C(=O)O)C